(3-methyl-2-(trifluoromethyl)phenyl)boronic acid CC=1C(=C(C=CC1)B(O)O)C(F)(F)F